4-((5-chloro-4-(1-isopropyl-1H-pyrazol-4-yl)pyrimidin-2-yl)amino)-N-(2,3-dihydro-1H-inden-2-yl)-3-methoxybenzamide ClC=1C(=NC(=NC1)NC1=C(C=C(C(=O)NC2CC3=CC=CC=C3C2)C=C1)OC)C=1C=NN(C1)C(C)C